7-methoxy-1-methyl-1H-benzo[d]Imidazole-5-carboxylic acid COC1=CC(=CC2=C1N(C=N2)C)C(=O)O